(L)-N-[(2-diphenylphosphinophenyl)methyl]-2-[(diphenylphosphino)methyl]pyrrolidine C1(=CC=CC=C1)P(C1=C(C=CC=C1)CN1C(CCC1)CP(C1=CC=CC=C1)C1=CC=CC=C1)C1=CC=CC=C1